(S)-N-(5-(2,4-difluorophenoxy)pyrazin-2-yl)-2-(3,3-dimethylpiperazin-1-yl)propanamide FC1=C(OC=2N=CC(=NC2)NC([C@H](C)N2CC(NCC2)(C)C)=O)C=CC(=C1)F